6-(2,6-dichloro-4-nitrophenoxy)-4-phenylpyridazin-3(2H)-one ClC1=C(OC=2C=C(C(NN2)=O)C2=CC=CC=C2)C(=CC(=C1)[N+](=O)[O-])Cl